5-(pyridin-2-yl)-1,3,4-oxadiazol-2(3H)-one N1=C(C=CC=C1)C1=NNC(O1)=O